FC(C(=O)O)(F)F.ClC1=C(C=CC=C1[C@]1(NC(N(C(C1)=O)[C@H]1C[C@H](OCC1)C)=N)C)NC(C1=C(C=CC=C1)F)=O |o1:21,23| N-(2-Chloro-3-{(4S)-2-imino-4-methyl-1-[(2R*,4R*)-2-methyl-tetrahydropyran-4-yl]-6-oxo-hexahydropyrimidin-4-yl}phenyl)-2-fluorobenzamide trifluoroacetic acid salt